2-(2-oxa-5-azabicyclo[2.2.1]heptan-5-yl)-N-(2-(trifluoromethyl)benzyl)pyrido[2,3-d]pyrimidin-4-amine C12OCC(N(C1)C=1N=C(C3=C(N1)N=CC=C3)NCC3=C(C=CC=C3)C(F)(F)F)C2